C(O)C(C(=O)O)CO α,α-dimethylolacetic acid